sodium N-cyclohexylaminosulfonate C1(CCCCC1)NS(=O)(=O)[O-].[Na+]